C(C)OC(C=C1CCC(CC1)OC)=O 2-(4-Methoxycyclohexylidene)acetic acid ethyl ester